1'-methyl-6-(5-(3-methyl-3,8-diazabicyclo[3.2.1]octane-8-carbonyl)-1H-pyrrolo[2,3-b]pyridin-3-yl)spiro[indene-1,4'-piperidin]-3(2H)-one CN1CCC2(CC1)CC(C1=CC=C(C=C12)C1=CNC2=NC=C(C=C21)C(=O)N2C1CN(CC2CC1)C)=O